CN1CC2=CC(=CC(=C2CC1)C)C=1N=C(C(=NC1)N)OCC1=CC(=NC=C1)C#CC1=CC=C(C=C1)F 5-(2,5-dimethyl-1,2,3,4-tetrahydroisoquinolin-7-yl)-3-((2-((4-fluorophenyl)acetyleneYl)pyridin-4-yl)methoxy)pyrazin-2-amine